C(C)OC1=CC=C(C(=N1)F)C=1CSC2=CC(=CC=C2C1C=1C=NC(=CC1)O[C@@H]1CN(CC1)CCCF)O 3-(6-ethoxy-2-fluoro-3-pyridinyl)-4-[6-[(3S)-1-(3-fluoropropyl)pyrrolidin-3-yl]oxy-3-pyridinyl]-2H-thiochromen-7-ol